6-(5,6-Dimethylpyridin-2-yl)-3-methyl-4-oxo-4,5-dihydropyrazolo[1,5-a]pyrazine-2-carboxylic acid CC=1C=CC(=NC1C)C=1NC(C=2N(C1)N=C(C2C)C(=O)O)=O